(4-fluoropyridine-2,6-diyl)dimethanol FC1=CC(=NC(=C1)CO)CO